ClC1=CC=C(OC2=CC=C(C=C2)O)C=C1 4-(4-chlorophenoxy)phenol